C(C)(C)(C)N1C[C@@H](CCC1)N1N=NC(=C1)C=1C=NC(=CC1)NC(C1=NC(=CC=C1)C1=CC=NN1C1OCCCC1)=O tert-butyl-(3R)-3-(4-(6-(6-(1-(tetrahydro-2H-pyran-2-yl)-1H-pyrazol-5-yl)picolinamido)pyridin-3-yl)-1H-1,2,3-triazol-1-yl)piperidine